CN1C(N(C(N(C1=S)C)=O)C1=CC2=C(OC(C(N2CC#C)=O)(F)F)C=C1F)=O 1,5-dimethyl-6-thioxo-3-(2,2,7-trifluoro-l-3-oxo-4-(prop-2-ynyl)-3,4-dihydro-2H-benzo[b][1,4]Oxazin-6-yl)-1,3,5-triazinane-2,4-dione